C1(CC1)C=1C(=C2C=CNC2=C(C1)C)O[C@H]1[C@@H](CC(CC1)(F)F)C1=CC=C(C(=O)O)C=C1 4-((1S,2R)-2-((5-cyclopropyl-7-methyl-1H-indol-4-yl)oxy)-5,5-difluorocyclohexyl)benzoic acid